FC1=CC=C(C=C1)C(C)CO 2-(4-fluorophenyl)-3-hydroxypropan